1,1'',6'-Trimethyldispiro[indoline-3,2'-benzofuran-3',3''-indoline]-2,2''-dione CN1C(C2(OC3=C(C=CC(=C3)C)C23C(N(C2=CC=CC=C32)C)=O)C3=CC=CC=C13)=O